3-mercaptopropyl-tri(N-methyl-acetamido)silane SCCC[Si](N(C(C)=O)C)(N(C(C)=O)C)N(C(C)=O)C